C(C)(C)[C@H]1C(NC=2C(=NC(=NC2N1C)NC1CN(C1)C(=O)C1=NOC(=C1)C(C)C)C)=O (S)-7-isopropyl-2-((1-(5-isopropylisoxazole-3-carbonyl)azetidin-3-yl)amino)-4,8-dimethyl-7,8-dihydropteridin-6(5H)-one